2-(1-cyclopropaneyl-1H-pyrazol-4-yl)pyrimidin-4-amine C1(CC1)N1N=CC(=C1)C1=NC=CC(=N1)N